(R)-3,4-dichloro-2-(3-ethyl-1-methyl-1,4,5,6-tetrahydrocyclopenta[c]pyrazol-5-yl)phenol ClC=1C(=C(C=CC1Cl)O)[C@@H]1CC2=C(N(N=C2CC)C)C1